di(nonadecan-9-yl)3,3'-((2-(4-(2-((2-(bis(3-(nonadecan-9-yloxy)-3-oxopropyl)amino)ethyl)(3-(nonadecan-9-yloxy)-3-oxopropyl)amino)ethyl)piperazin-1-yl)ethyl)azanediyl)dipropionate CCCCCCCCC(CCCCCCCCCC)OC(CCN(CCC(=O)OC(CCCCCCCC)CCCCCCCCCC)CCN1CCN(CC1)CCN(CCC(=O)OC(CCCCCCCC)CCCCCCCCCC)CCN(CCC(OC(CCCCCCCC)CCCCCCCCCC)=O)CCC(=O)OC(CCCCCCCC)CCCCCCCCCC)=O